O(C)C1=C(C(=CC=C1)OC)C1=CC=CC=C1 2',6'-dimethoxyl-1,1'-biphenyl